BrC1=CC(=NC=C1)NCCCC1=CC=CC=C1 4-bromo-N-(3-phenylpropyl)pyridine-2-amine